4-bromo-1-butyl-2-(3,5-di-tert-butylphenyl)-1H-benzo[d]imidazole BrC1=CC=CC=2N(C(=NC21)C2=CC(=CC(=C2)C(C)(C)C)C(C)(C)C)CCCC